2-chloro-1-[2-[3-(trifluoromethyl)anilino]phenyl]ethanone ClCC(=O)C1=C(C=CC=C1)NC1=CC(=CC=C1)C(F)(F)F